COCC1=NNC(=C1)N 3-(methoxymethyl)-1H-pyrazol-5-amine